COC(CNCC1=CC(=C(C=C1)F)C=1OC(=NN1)C=1C(=C(C=CC1)C1=CC=CC=C1)C)=O (4-Fluoro-3-(5-(2-methyl-[1,1'-biphenyl]-3-yl)-1,3,4-oxadiazol-2-yl)benzyl)glycine methyl ester